4-chloro-2-[(4-chloro-2-fluorobenzyl)oxy]pyrimidine ethyl-N-acetyl-S-(1-isopropyl-4-methylcyclohex-3-en-1-yl)cysteinate C(C)OC([C@@H](NC(C)=O)CSC1(CC=C(CC1)C)C(C)C)=O.ClC1=NC(=NC=C1)OCC1=C(C=C(C=C1)Cl)F